N-(1-(benzo[d][1,3]dioxol-5-yl)-1-oxopropan-2-yl)-2,2,2-trifluoro-N-methylacetamide O1COC2=C1C=CC(=C2)C(C(C)N(C(C(F)(F)F)=O)C)=O